tert-Butyl ((2S,4R)-1-((R)-10-((2-oxo-4-phenylpyridin-1(2H)-yl) methyl)-7-azaspiro[4.5]decane-7-carbonyl)-2-phenylpiperidin-4-yl)carbamate O=C1N(C=CC(=C1)C1=CC=CC=C1)C[C@@H]1CCN(CC12CCCC2)C(=O)N2[C@@H](C[C@@H](CC2)NC(OC(C)(C)C)=O)C2=CC=CC=C2